ClC=1C(=NC(=NC1)NC1CCOCC1)C1=CC=C2CN(C(C2=C1)=O)CC(=O)N[C@@H]1CCC2=CC=CC=C12 2-(6-{5-chloro-2-[(oxacyclohex-4-yl)amino]pyrimidin-4-yl}-1-oxo-2,3-dihydro-1H-isoindol-2-yl)-N-[(1R)-2,3-dihydro-1H-inden-1-yl]acetamide